SCCC(=O)OCC(COC(CCS)=O)(CO)CO pentaerythritol di(3-mercaptopropionate)